(R)-5,5-Dioxido-7a,8,9,10-tetrahydrobenzo[f]pyrrolo[2,1-d][1,2,5]thiadiazepin O=S1(N=C[C@@H]2N(C3=C1C=CC=C3)CCC2)=O